COC1=C(CCN)C=C(C(=C1)SC(C)(C)C)OC 2,5-dimethoxy-4-t-butylthiophenethylamine